CN1C(N(C2=NC(=NC=C12)NC=1C(=CC=2N(C1)N=CN2)C)C21CC(C2)(C1)C(F)(F)F)=O 7-methyl-2-((7-methyl-[1,2,4]triazolo[1,5-a]pyridin-6-yl)amino)-9-(3-(trifluoromethyl)bicyclo[1.1.1]pentan-1-yl)-7,9-dihydro-8H-purin-8-one